Cl[C@@H]([C@H](S(=O)C1=CC=CC=C1)Cl)C1=CC=CC=C1 ((1R,2R)-1,2-dichloro-2-(phenylsulfinyl)ethyl)benzene